FC(C1(C)CC(=CC=C1)C(F)(F)F)(F)F 1,3-bis(trifluoromethyl)toluene